COC(C1=NC=C(C=C1)N1C(=NC=2C1=NC(=CC2)C2=CC=CC=C2)C=2C(=NC=CC2)N)=O.O=C2N[C@@H]1[C@H](N2)CS[C@@H]1CCCCC(=O)N 5-((3aR,4R,6aS)-2-oxohexahydro-1H-thieno[3,4-d]imidazol-4-yl)pentanamide methyl-5-(2-(2-aminopyridin-3-yl)-5-phenyl-3H-imidazo[4,5-b]pyridin-3-yl)picolinate